NC=1C=2N(C(=CN1)Cl)C(=NC2C2=C(C(=C(C=C2)NC([C@@H](O)C2=CC(=CC(=C2)C(F)(F)F)F)=O)F)F)C([2H])([2H])[2H] (S)-N-[4-[8-amino-5-chloro-3-(trideuteriomethyl)imidazo[1,5-a]pyrazin-1-yl]-2,3-difluoro-phenyl]-2-[3-fluoro-5-(trifluoromethyl)phenyl]-2-hydroxy-acetamide